methylenebis(2-(2,4-dichlorophenoxy) acetate) C(C(C(=O)[O-])OC1=C(C=C(C=C1)Cl)Cl)C(C(=O)[O-])OC1=C(C=C(C=C1)Cl)Cl